2-propylmercapto-5-(2-methoxyphenyl)-5,6-dihydropyrido[2,3-d]pyrimidine-4,7(3H,8H)-dione C(CC)SC=1NC(C2=C(N1)NC(CC2C2=C(C=CC=C2)OC)=O)=O